propyl-imidazole bromide salt [Br-].C(CC)C=1NC=CN1